tert-butyl (S)-4-(6-cyclopropyl-7-(5-fluoro-2-hydroxyphenyl)-1-(2-isopropyl-4-methylpyridin-3-yl)-2-oxo-1,2-dihydropyrido[2,3-d]pyrimidin-4-yl)-3-methylpiperazine-1-carboxylate C1(CC1)C1=CC2=C(N(C(N=C2N2[C@H](CN(CC2)C(=O)OC(C)(C)C)C)=O)C=2C(=NC=CC2C)C(C)C)N=C1C1=C(C=CC(=C1)F)O